OC1=CC=C(C=C1)C=1C=C2C=CC(=NC2=CC1)N1CCC(CC1)C(=O)O 1-(6-(4-hydroxyphenyl)quinolin-2-yl)piperidine-4-carboxylic acid